(1r,4r)-N1-(5-fluoro-4-(6-phenylimidazo[1,2-a]pyridin-3-yl)pyrimidin-2-yl)-N4-(tetrahydro-2H-pyran-4-yl)cyclohexane-1,4-diamine FC=1C(=NC(=NC1)NC1CCC(CC1)NC1CCOCC1)C1=CN=C2N1C=C(C=C2)C2=CC=CC=C2